allyl (S)-(5-(benzyloxy)-2-(2-(hydroxymethyl)-4-(thiophen-2-yl)-1,2,3,6-tetrahydropyridine-1-carbonyl)-4-methoxyphenyl)carbamate C(C1=CC=CC=C1)OC=1C(=CC(=C(C1)NC(OCC=C)=O)C(=O)N1[C@@H](CC(=CC1)C=1SC=CC1)CO)OC